NC1=NC(=C2N=CN(C2=N1)CC1=C(C=C(C=C1F)N)F)C=1C(=C(C#N)C=CC1)F 3-(2-amino-9-(4-amino-2,6-difluorobenzyl)-9H-purin-6-yl)-2-fluorobenzonitrile